5-(tert-butyl)-4-fluoroisoxazole-3-carboxylic acid ethyl ester C(C)OC(=O)C1=NOC(=C1F)C(C)(C)C